ClC=1C=C(C(=O)NCCC2=CC(=NO2)C(=O)OCC)C=CC1F ethyl 5-(2-(3-chloro-4-fluorobenzamido)ethyl)isoxazole-3-carboxylate